C(C)(C)(C)OC(=O)NC1(CN(CC1)C(=O)OCC1=CC=CC=C1)C1=NC=CC=C1 benzyl 3-((tert-butoxycarbonyl)amino)-3-(pyridin-2-yl)pyrrolidine-1-carboxylate